N-[3-chloro-4-(hydroxymethyl)phenyl]-1-(4-fluorophenyl)-3-methyl-1H-pyrazole-4-carboxamide ClC=1C=C(C=CC1CO)NC(=O)C=1C(=NN(C1)C1=CC=C(C=C1)F)C